FC=1C=C(COC=2C=C3N(C(N2)=O)CC2N3CCC2)C=C(C1F)F 3-((3,4,5-Trifluorobenzyl)oxy)-7,8,8a,9-tetrahydropyrrolo[1',2':3,4]imidazo[1,2-c]pyrimidin-1(6H)-one